N-tert-butyl-2-[4-[[5-(3-chloro-5-fluoro-phenyl)-4H-1,2,4-triazol-3-yl]methyl]piperazin-1-yl]acetamide C(C)(C)(C)NC(CN1CCN(CC1)CC1=NN=C(N1)C1=CC(=CC(=C1)F)Cl)=O